Dilignoceroyl-sn-glycero-3-phosphocholine C(CCCCCCCCCCCCCCCCCCCCCCC)(=O)C(OP(OC[C@@H](CO)O)(=O)[O-])(C[N+](C)(C)C)C(CCCCCCCCCCCCCCCCCCCCCCC)=O